2-(2-hydroxyl-propoxy)-1-propanol OC(COC(CO)C)C